CC1(CC(C=2CCCOC2C1=O)=O)S(=O)(=O)[O-].[Mg+2].CC1(CC(C=2CCCOC2C1=O)=O)S(=O)(=O)[O-] magnesium 7-methyl-5,8-dioxo-3,4,5,6,7,8-hexahydro-2H-chromene-7-sulfonate